tert-butyl ((1r,4r)-4-(2-bromo-4-nitrophenoxy)cyclohexyl)carbamate BrC1=C(OC2CCC(CC2)NC(OC(C)(C)C)=O)C=CC(=C1)[N+](=O)[O-]